C(C)(=O)O[C@@H]1[C@H](O[C@@H]([C@@H]([C@H]1OC(C)=O)OC(C)=O)O[C@@H]1[C@H](O[C@@H]([C@@H]([C@H]1OC(C)=O)OC(C)=O)C1=NC=CC(=C1)C#N)COC(C)=O)COC(C)=O (2R,3R,4S,5R,6R)-2-(acetoxymethyl)-6-(((2R,3R,4S,5S,6R)-4,5-diacetoxy-2-(acetoxymethyl)-6-(4-cyanopyridin-2-yl) tetrahydro-2H-pyran-3-yl)oxy)tetrahydro-2H-pyran-3,4,5-triyl triacetate